(5RS)-3-[3-(3-chloro-2-fluorophenoxy)-6-methylpyridazin-4-yl]-5-(2,5-dimethylbenzyl)-5,6-dihydro-4H-1,2,4-oxadiazine ClC=1C(=C(OC=2N=NC(=CC2C2=NOC[C@H](N2)CC2=C(C=CC(=C2)C)C)C)C=CC1)F |r|